2-methyl-4-[5-methylsulfonyl-2-(oxan-4-ylamino)phenyl]isoquinolin-1-one CN1C(C2=CC=CC=C2C(=C1)C1=C(C=CC(=C1)S(=O)(=O)C)NC1CCOCC1)=O